(2-fluoro-6-methoxyphenyl)boric acid FC1=C(C(=CC=C1)OC)OB(O)O